2-(hydroxymethyl)pyridin-3-ol OCC1=NC=CC=C1O